ON=C(N)C1=CC2=C(N(C=N2)CC2COCC2)C=C1 N'-hydroxy-1-((tetrahydrofuran-3-yl)methyl)-1H-benzo[d]Imidazole-5-carboxamidine